11-sulfenyl-naphtho[2,3-b]benzofuran S=C1C=2C=CC=CC2CC=2OC3=C(C21)C=CC=C3